Dioctyl phthalate C(C=1C(C(=O)OCCCCCCCC)=CC=CC1)(=O)OCCCCCCCC